1-fluoro-4-(isocyano(toluenesulfonyl)methyl)benzene FC1=CC=C(C=C1)C(S(=O)(=O)CC1=CC=CC=C1)[N+]#[C-]